dithioformic acid propanesulfonate C(CC)S(=O)(=O)O.C(=S)S